N1(CCC1)C(=O)N1CC2(CC2)[C@@H]([C@@H]1CC=1C(=C(C=CC1)C1=CC(=CC=C1)F)F)NS(=O)(=O)C N-((6s,7s)-5-(azetidine-1-carbonyl)-6-((2,3'-difluoro-[1,1'-biphenyl]-3-yl)methyl)-5-azaspiro[2.4]heptane-7-yl)methanesulfonamide